1-cyclopropyl-8-chloro-6-fluoro-1,4-dihydro-7-(3-hydroxycyclobutyl)-4-oxo-3-quinolinecarboxylic acid C1(CC1)N1C=C(C(C2=CC(=C(C(=C12)Cl)C1CC(C1)O)F)=O)C(=O)O